FC1=C(C=CC2=C1N(C(=N2)C2=CC=C(C=C2)S(=O)(=O)C)C)C2CCN(CC2)C2CCN(CCC2)C2CCOCC2 7-Fluoro-1-methyl-2-(4-(methylsulfonyl)phenyl)-6-(1-(1-(tetrahydro-2H-pyran-4-yl)azepan-4-yl)piperidin-4-yl)-1H-benzo[d]imidazol